(2-(2,6-Dichlorophenyl)-9-(1-(pyrimidin-4-ylmethyl)-1H-pyrazol-4-yl)imidazo[2,1-f](1,6)naphthyridin-3-yl)methanol ClC1=C(C(=CC=C1)Cl)C=1N=C2C=3C=C(C=NC3C=CN2C1CO)C=1C=NN(C1)CC1=NC=NC=C1